1-[5-{[(2,5-Difluorophenyl)(2H2)methyl]oxy}-1-(3,3-dimethylbutyl)-1H-pyrazol-3-yl](2H2)methanamine Monocitrate C(CC(O)(C(=O)O)CC(=O)O)(=O)O.FC1=C(C=C(C=C1)F)C(OC1=CC(=NN1CCC(C)(C)C)C(N)([2H])[2H])([2H])[2H]